N1CCC(CC1)C1=CC=2C(=NC=CN2)N(C1=O)CC1=NC=CC=C1OC(F)(F)F 7-(piperidin-4-yl)-5-((3-(trifluoromethoxy)pyridin-2-yl)methyl)pyrido[2,3-b]pyrazin-6(5H)-one